C(#N)CCC[Si](OCC)(OCC)OCC.[S] sulfur cyanopropyl-triethoxysilane